methyl (1R,2S,5S)-3-((S)-3-cyclopropyl-2-((S)-2-methoxypropanamido)propanoyl)-6,6-dimethyl-3-azabicyclo[3.1.0]hexane-2-carboxylate C1(CC1)C[C@@H](C(=O)N1[C@@H]([C@H]2C([C@H]2C1)(C)C)C(=O)OC)NC([C@H](C)OC)=O